F\C(\C(=O)O)=C/C1=NC(=CC=C1)C (Z)-2-fluoro-3-(6-methylpyridin-2-yl)acrylic acid